ClC=1C(=NC2=CC(=C(C=C2C1NC(C)C=1C=NC=NC1)C=1C=CC(=NC1)P(C)(C)=O)F)C (5-(3-chloro-7-fluoro-2-methyl-4-((1-(pyrimidin-5-yl)ethyl)amino)quinolin-6-yl)pyridin-2-yl)dimethylphosphine oxide